furodioxine O1C=COC2=C1C=CO2